C(C)(=O)O[C@@H]1[C@@H](OC([C@H]([C@@H]1OC(C)=O)OC(C)=O)Br)COC(C)=O (2S,3R,4R,5S)-2-(acetoxymethyl)-6-bromotetrahydro-2H-pyran-3,4,5-triyl triacetate